FC1=C(C(=CC(=C1)OC)F)C1C(C(NC1)=O)NC1=NOC(=C1)C1=CC=C(C=C1)C(F)F 4-(2,6-difluoro-4-methoxyphenyl)-3-({5-[4-(difluoromethyl)phenyl]-1,2-oxazol-3-yl}amino)pyrrolidin-2-one